CN1C=C(C=C(C1=O)C)NC=1C(=NC(=C(N1)NC)C=1C2=C(C=NC1)N(C=N2)C)C(=O)N 3-[(1,5-Dimethyl-6-oxo-3-pyridyl)amino]-5-(methylamino)-6-(3-methylimidazo[4,5-c]pyridin-7-yl)pyrazin-2-carboxamid